5-chloro-1-(2-(1-(trifluoromethyl)cyclopropyl)ethyl)-1H-pyrazol-4-amine ClC1=C(C=NN1CCC1(CC1)C(F)(F)F)N